C(C1=CC=CC=C1)N1C2=C(SCC1=O)C=CC(=C2)NC(=O)NC2=CNC1=CC=C(C=C21)C=2C=NC=CC2 1-(4-benzyl-3-oxo-3,4-dihydro-2H-benzo[b][1,4]thiazin-6-yl)-3-(5-(pyridin-3-yl)-1H-indol-3-yl)urea